C(C=C)(=O)OCCCCCCC[Si](Br)(Br)Br acryloxyheptyltribromosilane